N-[[1-[(1R)-1-[(4-chlorophenyl)methyl]-3-(hydroxyamino)-3-oxo-propyl]triazol-4-yl]methyl]-3,4-difluoro-benzamide ClC1=CC=C(C=C1)C[C@H](CC(=O)NO)N1N=NC(=C1)CNC(C1=CC(=C(C=C1)F)F)=O